C(C1=CC=CC=C1)OC(NC1CC2(C1)CC(C2)=O)=O benzyl(6-oxospiro[3.3]heptan-2-yl)carbamate